C(C)S(=O)(=O)N1CCN(CC1)C1=CC=C(C=C1)C1=NNC=2C1=NN(C(C2)=O)C2=C(C=CC=C2C)F 3-(4-(4-(Ethylsulfonyl)piperazin-1-yl)phenyl)-5-(2-fluoro-6-methylphenyl)-1H-pyrazolo[4,3-c]pyridazin-6(5H)-on